α-(3-phenylpropyl)furfuryl alcohol C1(=CC=CC=C1)CCCC(C1=CC=CO1)O